FC1=C(C=CC=C1)NC1=NC(=NC(=C1C(F)(F)F)OC)C1=NC=CC=C1 N-(2-fluorophenyl)-6-methoxy-2-(2-pyridyl)-5-(trifluoromethyl)-4-pyrimidylamine